N-[(4-methoxyphenyl)methyl]-6-(trifluoromethyl)benzenesulfonamide COC1=CC=C(C=C1)CNS(=O)(=O)C1=CC=CC=C1C(F)(F)F